2-chloro-N-((3S,4S)-4-(3-chlorophenyl)-1-(imidazo[1,5-a]pyridine-8-carbonyl)piperidin-3-yl)acetamide ClCC(=O)N[C@@H]1CN(CC[C@H]1C1=CC(=CC=C1)Cl)C(=O)C=1C=2N(C=CC1)C=NC2